ClC1=CC=C(C=C1)[C@]1(CC[C@H]2N(CCN(C2)C(=O)C2=C(C(=CC=C2)N2CCNCC2)F)C1)O [(7S,9aR)-7-(4-chlorophenyl)-7-hydroxy-3,4,6,8,9,9a-hexahydro-1H-pyrido[1,2-a]pyrazin-2-yl]-(2-fluoro-3-piperazin-1-ylphenyl)methanone